(R*)-N-(5-(1-(3,3-dimethylbutan-2-yl)azetidine-3-carboxamido)-2-methylpyridin-3-yl)-6-(1-methyl-1H-pyrazol-4-yl)pyrazolo[1,5-a]pyrazine-3-carboxamide CC([C@@H](C)N1CC(C1)C(=O)NC=1C=C(C(=NC1)C)NC(=O)C=1C=NN2C1C=NC(=C2)C=2C=NN(C2)C)(C)C |o1:2|